tert-butyldimethyl-((3-phenylprop-1-en-1-yl)oxy)silane C(C)(C)(C)[Si](OC=CCC1=CC=CC=C1)(C)C